BrC=1C(=CC(=C(C1)CCO)CO)F 2-[5-bromo-4-fluoro-2-(hydroxymethyl)phenyl]ethanol